FC1=C(C(=O)O)C(=CC(=C1)Br)F 2,6-difluoro-4-bromobenzoic acid